(R)-2-(4-(3-aminopropyl)-2,2-dimethylpyrrolidin-1-yl)-6-(3-(2-(dispiro[2.0.24.13]heptan-7-yl)ethoxy)-1H-pyrazol-1-yl)-N-((6-fluoropyridin-2-yl)sulfonyl)nicotinamide NCCC[C@@H]1CC(N(C1)C1=C(C(=O)NS(=O)(=O)C2=NC(=CC=C2)F)C=CC(=N1)N1N=C(C=C1)OCCC1C2(C13CC3)CC2)(C)C